Normal octadecane CCCCCCCCCCCCCCCCCC